NCC=1C=CC(=C(C#N)C1)F 5-(aminomethyl)-2-fluorobenzonitrile